2-(3,5-Dichloro-4-((2-cyclopentyl-4-methylquinolin-6-yl)oxy)phenyl)-3,5-dioxo-2,3,4,5-tetrahydro-1,2,4-triazine-6-carbonitrile ClC=1C=C(C=C(C1OC=1C=C2C(=CC(=NC2=CC1)C1CCCC1)C)Cl)N1N=C(C(NC1=O)=O)C#N